1-(2-bromo-3-chlorophenyl)-2,5-dimethyl-6-oxo-1,6-dihydropyrimidin-4-yl-4-methylbenzene-1-sulfonic acid BrC1=C(C=CC=C1Cl)N1C(=NC(=C(C1=O)C)C1=C(C=CC(=C1)C)S(=O)(=O)O)C